The molecule is a diol resulting from hydrolysis of the oxetane ring of AZD1979. It is a diol, a N-acylazetidine, an aromatic ether, an oxadiazole and a tertiary carboxamide. It derives from an AZD1979. COC1=CC=C(C=C1)C2=NN=C(O2)C(=O)N3CC(C3)OC4=CC=C(C=C4)CN5CC(C5)(CO)CO